racemic-tert-butyl 5-{[2-(5-chloropyridin-2-yl)imidazo[1,2-a]pyridin-3-yl]methyl}-2,5-diazabicyclo[2.2.2]octane-2-carboxylate ClC=1C=CC(=NC1)C=1N=C2N(C=CC=C2)C1CN1C2CN(C(C1)CC2)C(=O)OC(C)(C)C